2-amino-6-chloro-4-ethoxy-pyridine-3,5-dicarbonitrile NC1=NC(=C(C(=C1C#N)OCC)C#N)Cl